N1=CC=C(C=C1)C1[C@H]2[C@@H]1CC=1C(=NNC21)C(=O)O (1aR,5aR)-1-(pyridin-4-yl)-1a,2,5,5a-tetrahydro-1H-2,3-diaza-cyclopropa[a]pentalene-4-carboxylic acid